O=C1NC(CCC1N1C(N(C2=C1C=CC(=C2)C#CCCCC2(CCCCC2)C(=O)N)C)=O)=O 5-[1-(2,6-dioxo-3-piperidyl)-3-methyl-2-oxo-benzimidazol-5-yl]pent-4-ynyl-cyclohexanecarboxamide